3H-imidazol N1=CNC=C1